O1CCN(CC1)C1CCN(CC1)C1=CC=C(C=C1)SC=1C=C(C(=CC1)N)N 4-((4-(4-morpholinopiperidin-1-yl)phenyl)thio)benzene-1,2-diamine